C(C1=CC=CC=C1)(=O)OC1=C(C=C(C=C1)C)C1=C(CCC2N(CCCC2)C)C=CC=C1 2-[2-(2-benzoyloxy-5-methyl-phenyl)-phenethyl]-N-methylpiperidine